CC=1C(=NC=CC1)CN1N=C(N=C1)C(=O)O 1-[(3-methyl-2-pyridinyl)methyl]-1,2,4-triazole-3-carboxylic acid